C(C=C)(=O)NCCCCNC(=O)C=1C=CC(=NC1)C1=NC=CC=C1 N-(4-acrylamidobutyl)-[2,2'-bipyridyl]-5-carboxamide